6-(4-(1H-pyrazol-1-yl)benzyl)-N-((1S,2S)-2-hydroxycycloheptyl)-5-oxo-5,6-dihydroimidazo[1,2-c]pyrimidine-8-carboxamide N1(N=CC=C1)C1=CC=C(CN2C(N3C(C(=C2)C(=O)N[C@@H]2[C@H](CCCCC2)O)=NC=C3)=O)C=C1